C(OC1=CC=C(C=C1)[N+](=O)[O-])(O[C@@H](C)[C@@H](C)SSC1=NC=CC=C1)=O 4-nitrophenyl ((2S,3R)-3-(pyridin-2-yldisulfanyl)butan-2-yl) carbonate